1-(2-chlorothieno[3,2-d]pyrimidin-4-yl)-N-(4-methylphenyl)piperidine-3-carboxamide benzyl-3,4-bis(benzyloxy)-5-methoxybenzoate C(C1=CC=CC=C1)OC(C1=CC(=C(C(=C1)OC)OCC1=CC=CC=C1)OCC1=CC=CC=C1)=O.ClC=1N=C(C2=C(N1)C=CS2)N2CC(CCC2)C(=O)NC2=CC=C(C=C2)C